tert-butyl (3R,4R)-3-({8-carbamoyl-6-[4-(2-hydroxy-2-methylpropoxy)phenyl]pyrido[3,2-d]pyrimidin-4-yl}amino)-4-fluoropiperidine-1-carboxylate C(N)(=O)C1=CC(=NC2=C1N=CN=C2N[C@@H]2CN(CC[C@H]2F)C(=O)OC(C)(C)C)C2=CC=C(C=C2)OCC(C)(C)O